FC1(C[C@H](CC1)OC1=C(C=C(C=C1)NC(=O)C1=COC2=C1C=C(C(=C2)C2=NN=NN2)F)F)F (S)-N-(4-((3,3-difluorocyclopentyl)oxy)-3-fluorophenyl)-5-fluoro-6-(1H-tetrazol-5-yl)benzofuran-3-carboxamide